(6S)-6-methyl-3-[(3S)-3-methyl-1,1-dioxo-thiaazetidin-2-yl]-N-(3,4,5-trifluorophenyl)-6,7-dihydro-4H-pyrazolo[1,5-a]pyrazine-5-carboxamide C[C@@H]1N(CC=2N(C1)N=CC2N2S(C[C@@H]2C)(=O)=O)C(=O)NC2=CC(=C(C(=C2)F)F)F